5-((2-amino-3-fluoropyridin-4-yl)methyl)-2-((4-ethynyl-2-fluorophenyl)amino)-3,4-Difluorobenzoate hydrochloride Cl.NC1=NC=CC(=C1F)CC=1C(=C(C(=C(C(=O)O)C1)NC1=C(C=C(C=C1)C#C)F)F)F